4-[6-[4-fluoro-6-(3-methoxypyrrolidin-1-yl)-2-pyridyl]-5-methyl-7,8-dihydro-5H-pyrido[4,3-d]pyrimidin-2-yl]thiazole FC1=CC(=NC(=C1)N1CC(CC1)OC)N1C(C2=C(N=C(N=C2)C=2N=CSC2)CC1)C